3-bromo-2-methoxy-5-(2-(piperidin-1-yl)ethyl)aniline BrC=1C(=C(N)C=C(C1)CCN1CCCCC1)OC